ethyl 2-({7-[(3,5-dimethylisoxazol-4-yl)methyl]-3-methyl-2,6-dioxo-2,3,6,7-tetrahydro-1H-purin-8-yl}thio)butanoate CC1=NOC(=C1CN1C(=NC=2N(C(NC(C12)=O)=O)C)SC(C(=O)OCC)CC)C